COC1=NC(=NC(=C1)OC)NC(=O)NS(=O)(=O)C1=CC=NN1C N-[[(4,6-dimethoxy-2-pyrimidinyl)amino]carbonyl]-1-methyl-1H-pyrazole-5-sulfonamide